Tert-Butyl N-[6-(cyclohexylmethyl)pyridazin-3-yl]carbamate C1(CCCCC1)CC1=CC=C(N=N1)NC(OC(C)(C)C)=O